3-amino-7-chloro-4-(7-chloro-1H-indazol-4-yl)-6-(cyclopropylmethoxy)-1H-quinolin-2-one NC=1C(NC2=CC(=C(C=C2C1C1=C2C=NNC2=C(C=C1)Cl)OCC1CC1)Cl)=O